nonane-1,8-diol C(CCCCCCC(C)O)O